4-([1,1'-biphenyl]-4-yl)-2-methyl-quinazoline C1(=CC=C(C=C1)C1=NC(=NC2=CC=CC=C12)C)C1=CC=CC=C1